6-bromo-3-(4-methoxy-2-methylbenzyl)isobenzofuran-1(3H)-one BrC1=CC=C2C(OC(C2=C1)=O)CC1=C(C=C(C=C1)OC)C